CC1=NN(C=C1NC1=NC=C(C(=N1)NCCCN1C(CCCC1)=O)C(F)(F)F)CCN1CCCC1 1-(3-((2-((3-Methyl-1-(2-(pyrrolidin-1-yl)ethyl)-1H-pyrazol-4-yl)amino)-5-(trifluoromethyl)pyrimidin-4-yl)amino)propyl)piperidin-2-on